C(C1=CC=CC=C1)OC1=NC(=CC=C1NC=1C(=C(C(=CC1)Br)F)N)OCC1=CC=CC=C1 N1-(2,6-bis(benzyloxy)pyridin-3-yl)-4-bromo-3-fluorobenzene-1,2-diamine